cholest-1,5,7-triene CC(C)CCC[C@@H](C)[C@H]1CC[C@H]2C3=CC=C4CCC=C[C@]4(C)[C@H]3CC[C@]12C